[(1Z)-2-[3,5-bis(trifluoromethyl)pyridin-2-yl]-6-fluoro-1,2,3,4-tetrahydro-1-naphthylidene]hydroxylamine FC(C=1C(=NC=C(C1)C(F)(F)F)C1/C(/C2=CC=C(C=C2CC1)F)=N/O)(F)F